2-[4-[5-(4-chlorophenyl)-1-[2-(trifluoromethyl)phenyl]pyrrol-2-yl]phenyl]-N-(2-morpholinoethyl)-acetamide hydrochloride Cl.ClC1=CC=C(C=C1)C1=CC=C(N1C1=C(C=CC=C1)C(F)(F)F)C1=CC=C(C=C1)CC(=O)NCCN1CCOCC1